C(#N)C1=CC(=C(C=C1)NS(=O)(=O)C1=CNC(=C1)C1=C(C=C(C=C1)F)OC)F N-(4-cyano-2-fluoro-phenyl)-5-(4-fluoro-2-methoxy-phenyl)-1H-pyrrole-3-sulfonamide